C(#N)C1=NNC=C1C1=NC=C(N=C1)N1CC2N(C(C1)C2)CC=2C=NC(=CC2)OC([2H])([2H])[2H] 3-cyano-4-(5-(6-((6-(methoxy-d3)pyridin-3-yl)methyl)-3,6-diazabicyclo[3.1.1]heptan-3-yl)pyrazin-2-yl)pyrazole